(2R,4S)-4-((5-cyclopropyl-3-(2,6-dichlorophenyl)isoxazol-4-yl)methoxy)-2-methylpiperidine C1(CC1)C1=C(C(=NO1)C1=C(C=CC=C1Cl)Cl)CO[C@@H]1C[C@H](NCC1)C